(R)-6-(1-(3-(1H-1,2,3-triazol-1-yl)propanoyl)piperidin-3-yl)-7-fluoro-4-(4-methoxypyridin-3-yl)-1H-indole-2-carboxylic acid N1(N=NC=C1)CCC(=O)N1C[C@H](CCC1)C1=CC(=C2C=C(NC2=C1F)C(=O)O)C=1C=NC=CC1OC